(1r,4r)-2-(4-bromophenyl)-5-methyl-2,5-diazabicyclo[2.2.1]heptane BrC1=CC=C(C=C1)N1[C@H]2CN([C@@H](C1)C2)C